BrC1=CC=C2C(=CNC2=C1)S(=O)(=O)NC1=CC=C(C=C1)C#N 6-bromo-N-(4-cyanophenyl)-1H-indole-3-sulfonamide